2,4-dibromo-6-(trifluoromethyl)pyridin-3-amine BrC1=NC(=CC(=C1N)Br)C(F)(F)F